(1R,3aS,6aR)-N-((R)-1-cyano-2-((S)-2-oxopiperidin-3-yl)ethyl)-5,5-difluoro-2-(4-fluoro-1H-indole-2-carbonyl)octahydrocyclopenta[c]pyrrole-1-carboxamide C(#N)[C@@H](C[C@H]1C(NCCC1)=O)NC(=O)[C@@H]1N(C[C@@H]2[C@H]1CC(C2)(F)F)C(=O)C=2NC1=CC=CC(=C1C2)F